(2-bromo-4-fluorophenyl)ethan-1-one BrC1=C(C=CC(=C1)F)C(C)=O